(S)-5-methyl-N-(3-(1-((7-methylquinoxalin-2-yl)amino)ethyl)phenyl)nicotinamide CC=1C=NC=C(C(=O)NC2=CC(=CC=C2)[C@H](C)NC2=NC3=CC(=CC=C3N=C2)C)C1